ClC=1N=C(C=2OCCNC2N1)NCCC1=C(NC2=C(C=C(C=C12)F)F)C 2-chloro-N-(2-(5,7-difluoro-2-methyL-1H-indol-3-yl)ethyl)-7,8-dihydro-6H-pyrimido[5,4-b][1,4]oxazin-4-amine